C(C)(C)C1=C(NC2=CC=C(C=C12)C1CCN(CC1)CC1(COC1)C)C=1C=C(C=2N(C1)C=NN2)C 6-(3-isopropyl-5-(1-((3-methyloxetan-3-yl)methyl)piperidin-4-yl)-1H-indol-2-yl)-8-methyl-[1,2,4]triazolo[4,3-a]pyridine